1-(4-(7-((4-(3-isopropyl-2-methyl-2H-indazol-5-yl)pyrimidin-2-yl)amino)quinazolin-4-yl)piperazin-1-yl)ethanone C(C)(C)C=1N(N=C2C=CC(=CC12)C1=NC(=NC=C1)NC1=CC=C2C(=NC=NC2=C1)N1CCN(CC1)C(C)=O)C